(E)-3-fluoro-2-isopropyl-5-styrylphenyl hydrogen sulfate S(=O)(=O)(OC1=C(C(=CC(=C1)\C=C\C1=CC=CC=C1)F)C(C)C)O